C(C)(C)(C)OC(=O)C1(CCCC1)C(=O)OC(C)(C)C 4,4-bis(t-butoxycarbonyl)cyclopentane